(R)-4-(4-(4-(6-(2-(2,4-difluorophenyl)-1,1-difluoro-2-hydroxy-3-(1H-tetrazol-1-yl)propyl)pyridin-3-yl)phenyl)-3-oxopiperazin-1-yl)benzonitrile FC1=C(C=CC(=C1)F)[C@](C(F)(F)C1=CC=C(C=N1)C1=CC=C(C=C1)N1C(CN(CC1)C1=CC=C(C#N)C=C1)=O)(CN1N=NN=C1)O